ClC1=CC=C(C=N1)C1=NC=CC(=C1N)N (6-chloro-3-pyridyl)pyridine-3,4-diamine